2-hydroxy-4-oxa-6,7,8,9-tetrahydro-4H-pyrido[1,2-a]pyrimidine-3-carboxamide OC=1N=C2N(OC1C(=O)N)CCCC2